ethyl (S)-3-(benzyl((R)-1-phenylethyl)amino)-3-(3-(6-methoxypyridin-3-yl)phenyl)propanoate C(C1=CC=CC=C1)N([C@@H](CC(=O)OCC)C1=CC(=CC=C1)C=1C=NC(=CC1)OC)[C@H](C)C1=CC=CC=C1